(5R)-2-(4-ethyl-2-fluoro-phenyl)-5-methyl-N-[(3S)-2-oxo-5-phenyl-1,3-dihydro-1,4-benzodiazepine-3-yl]-6,7-dihydro-5H-pyrazolo[5,1-b][1,3]Oxazine-3-carboxamide C(C)C1=CC(=C(C=C1)C1=NN2C(O[C@@H](CC2)C)=C1C(=O)N[C@@H]1C(NC2=C(C(=N1)C1=CC=CC=C1)C=CC=C2)=O)F